C1=CN(C(=O)NC1=O)Cl chlorouracil